C3-fluoro-5-(trifluoromethoxy)picolinic acid FC=1C(=NC=C(C1)OC(F)(F)F)C(=O)O